alpha-iduronic acid O[C@@H]1[C@@H](O)[C@H](O)[C@@H](O)[C@H](O1)C(=O)O